FC1=C(CN2C(=NC3=C(C2=O)CN(CC3)C(=O)OCC3=CC=CC=C3)NCCCO)C=CC(=C1)F benzyl 3-(2,4-difluorobenzyl)-2-((3-hydroxypropyl) amino)-4-oxo-3,5,7,8-tetrahydropyrido[4,3-d]pyrimidine-6(4H)-carboxylate